OC1CN(CCC1C1N2C(C3=CC=CC=C13)=CN=C2)S(=O)(=O)N 3-Hydroxy-4-(5H-imidazo[5,1-a]isoindol-5-yl)piperidin-1-sulfonamid